B(O)(O)C1=C(C(=O)O)C=C(C=C1)F 2-BORONO-5-FLUOROBENZOIC ACID